COC(C1=CN=C(C(=C1)\C=C\C1CCC(CC1)(F)F)OC)=O (E)-5-(2-(4,4-difluorocyclohexyl)vinyl)-6-methoxynicotinic acid methyl ester